5-[4-(2-Methoxy-6-methylpyridin-3-yl)-3-(trifluoromethyl)phenyl]-3,6-dihydro-2H-1,3,4-oxadiazin-2-one COC1=NC(=CC=C1C1=C(C=C(C=C1)C1=NNC(OC1)=O)C(F)(F)F)C